The molecule is a pyridone that is 2-pyridone substituted at positions 1 and 5 by phenyl and methyl groups respectively. An anti-inflammatory drug used for the treatment of idiopathic pulmonary fibrosis. It has a role as a non-narcotic analgesic, a non-steroidal anti-inflammatory drug and an antipyretic. CC1=CN(C(=O)C=C1)C2=CC=CC=C2